C(CCCCCCC)OC(C(C)OC1=C(C=C(C=C1)Cl)C)=O 2-(4-chloro-2-methyl-phenoxy)propionic acid-1-n-octyl ester